BrCC1=CC(=CC(=C1)[N+](=O)[O-])Cl 1-(bromomethyl)-3-chloro-5-nitro-benzene